C(CC)C1=C(O)C=CC(=C1CCC)O 2,3-dipropyl-hydroquinone